C[Si](C#CC=1C=NC=C(C1)OC1OCC1)(C)C trimethyl-[2-[5-(oxetan-2-yloxy)pyridin-3-yl]ethynyl]silane